COC(C1=C(C=C(C(=C1)N1C(=NC2=CC=CC=C2C1=O)CN1[C@H](CN(CC1)C(COC1=CC=C(C=C1)Cl)=O)C)OC(C)C)C)=O (S)-5-(2-((4-(2-(4-chlorophenoxy)acetyl)-2-methylpiperazin-1-yl)methyl)-4-oxoquinazolin-3(4H)-yl)-4-isopropoxy-2-methylbenzoic acid methyl ester